OCCC(C(=O)N)CCCCCCCCCCCCCCCCCCCCCCCCCCCCCCCCCCCC(=O)N hydroxyethylethylenebisstearamide